C1=NC=CC2=CC(=CC=C12)[C@H]1N(C[C@@H](CC1)C)C(C(=O)NC=1C=C(C=NC1)C(=O)N)=O |o1:10,13| rel-5-[[2-[(2S,5R)-2-(6-isoquinolyl)-5-methyl-1-piperidyl]-2-oxo-acetyl]amino]pyridine-3-carboxamide